C(C1=CC=CC=C1)N1N=CC(=C1)OC=1NC(C2=C(N1)C=NC=C2)=O 2-[(1-Benzyl-1H-pyrazol-4-yl)oxy]pyrido-[3,4-d]pyrimidin-4(3H)-on